C1(CCC1)NC(C(CCSC)NC(OC(C)(C)C)=O)=O tert-butyl (1-(cyclobutylamino)-4-(methylthio)-1-oxobutan-2-yl)carbamate